CC=1C=C(C=CC1C)N1N=CC(=C1)C=O 1-(3,4-dimethylphenyl)-1H-pyrazole-4-carbaldehyde